OC[C@H](C)NC(=O)C=1C(NN=C(C1)C1=NC=C(C=C1)C(F)(F)F)=O N-[(2S)-1-Hydroxypropan-2-yl]-3-oxo-6-[5-(trifluoromethyl)pyridin-2-yl]-2,3-dihydropyridazine-4-carboxamide